(S)-(+)-glycidol C1[C@@H](O1)CO